ClCC=1SC(=NN1)C1=NC=CC=C1 2-(chloromethyl)-5-(pyridin-2-yl)-1,3,4-thiadiazole